[Ca+2].OC(CC(=O)[O-])C.OC(CC(=O)[O-])C beta-hydroxybutyrate calcium salt